[OH-].C(C=C(C(=O)O)CC(=O)O)(=O)O.[Na+] sodium aconitate hydroxide